C(C)(=O)NC=1C=C(C=C(C1)Br)CCC(=O)O 3-(3-acetamido-5-bromophenyl)propionic acid